4-(6-chlorohexyl)oxybenzoyl-L-lysine ClCCCCCCOC1=CC=C(C(=O)N[C@@H](CCCCN)C(=O)O)C=C1